FC=1C=CC=C2C(=NC=NC12)N[C@H](C(=O)O)CCN(CCCCC1=NC=2NCCCC2C=C1)CCOC (S)-2-((8-fluoroquinazolin-4-yl)amino)-4-((2-methoxyethyl)(4-(5,6,7,8-tetrahydro-1,8-naphthyridin-2-yl)butyl)amino)butanoic acid